indene sulfate S(=O)(=O)(O)O.C1C=CC2=CC=CC=C12